FC=1C=C2/C(/C(NC2=CC1)=O)=C/C1=C(C(C(=N1)C)C(=O)NC[C@@H](CN1CCOCC1)O)C 5-{[(3Z)-5-fluoro-2-oxo-2,3-dihydro-1H-indol-3-ylidene]methyl}-N-[(2S)-2-hydroxy-3-(morpholin-4-yl)propyl]-2,4-dimethyl-3H-pyrrole-3-carboxamide